6-(difluoromethyl)-3-((8-methoxy-2-(6-methoxypyridin-3-yl)-2,3-dihydrobenzo[b][1,4]dioxin-6-yl)methyl)-3H-imidazo[4,5-b]pyridine FC(C=1C=C2C(=NC1)N(C=N2)CC2=CC1=C(OC(CO1)C=1C=NC(=CC1)OC)C(=C2)OC)F